CC1=C2C(=CC=3C=4C=C(C=CC4N(C13)C)C(=O)N[C@H](CNC(OC(C)(C)C)=O)C)C=NC=C2 tert-butyl N-[(2S)-2-[(5,6-dimethylpyrido[4,3-b]carbazole-9-carbonyl)amino]propyl]carbamate